2-(5-pentoxycarbonyl)pentanoyloxy-1,3-propanediol CCCCCOC(=O)C(C(=O)OC(CCO)O)CCC